CC=1N=C(SC1)COC1=CC=C(C=N1)CC1=NOC(=C1)C=1C(=NC=CC1)N 3-(3-((6-((4-methylthiazol-2-yl)methoxy)pyridin-3-yl)methyl)isoxazol-5-yl)pyridin-2-amine